C(C)OC1CC(C1)N[C@@H]1[C@H](CCCC1)CC=1C=C2CN(C(C2=CC1)=O)C1C(NC(CC1)=O)=O 3-(5-(((1R,2S)-2-((3-ethoxycyclobutyl)amino)cyclohexyl)methyl)-1-oxoisoindolin-2-yl)piperidine-2,6-dione